1-phenyl-3-phospholene-1-oxide C1(=CC=CC=C1)P1(CC=CC1)=O